C(CCCCCCCC)C1=CC=C(C=C1)OP(OC1=CC=C(C=C1)CCCCCCCCC)OC1=CC=C(C=C1)CCCCCCCCC tris-(4-nonyl-phenyl)-phosphite